C(C(Br)Br)(O)Br 2-tribromoethanol